C1(=CC=CC=C1)[C@@H](C(C)N[C@@H](C)C(=O)[O-])C (2S,3S)-3-phenylbutan-2-yl-L-alaninate